BrC=1N=NN(C1C)C1CCN(CC1)C#N 4-(4-bromo-5-methyl-1H-1,2,3-triazol-1-yl)piperidine-1-carbonitrile